2-((2-((6,7-dihydro-5H-pyrazolo[5,1-b][1,3]oxazin-3-yl)amino)-5-(trifluoromethyl)pyrimidin-4-yl)amino)-N-methoxybenzamide N1=CC(=C2OCCCN21)NC2=NC=C(C(=N2)NC2=C(C(=O)NOC)C=CC=C2)C(F)(F)F